OC(=O)C(F)(F)F.NCCCN(CC(O[Si](C(C)(C)C)(C)C)CCCCCCCC)CC(O[Si](C(C)(C)C)(C)C)CCCCCCCC 7-(3-aminopropyl)-2,2,3,3,11,11,12,12-octamethyl-5,9-dioctyl-4,10-dioxa-7-aza-3,11-disilatridecane TFA salt